4-(1-Tetrahydropyran-4-ylpyrazol-4-yl)-5-(trifluoromethyl)pyrimidin-2-amine O1CCC(CC1)N1N=CC(=C1)C1=NC(=NC=C1C(F)(F)F)N